(S)-3-Hydroxy-1-methyl-3-(1-(3-(4,4,5,5-tetramethyl-1,3,2-dioxaborolan-2-yl)phenyl)-1H-pyrazol-4-yl)pyrrolidin-2-one O[C@]1(C(N(CC1)C)=O)C=1C=NN(C1)C1=CC(=CC=C1)B1OC(C(O1)(C)C)(C)C